4-(3-chloroanilino)-6'-[2-(1-methylpiperidin-2-yl)ethoxy]-2'-(3-phenoxyphenyl)-2',3'-dihydrospiro[cyclohexane-1,1'-indene]-4-carboxylic acid ClC=1C=C(NC2(CCC3(C(CC4=CC=C(C=C34)OCCC3N(CCCC3)C)C3=CC(=CC=C3)OC3=CC=CC=C3)CC2)C(=O)O)C=CC1